(S)-2-(4-nitrophenyl)-1-[(thiophen-2-yl)oxazol-4-yl]ethanamine HBr Br.[N+](=O)([O-])C1=CC=C(C=C1)C[C@H](N)C=1N=C(OC1)C=1SC=CC1